3,7-dibromothieno[2,3-c]Pyridine BrC1=CSC2=C(N=CC=C21)Br